N-ethyl-1-(3-(imidazo[1,2-a]pyridin-6-yl)phenyl)ethylamine C(C)NC(C)C1=CC(=CC=C1)C=1C=CC=2N(C1)C=CN2